C[C@@H]1[C@@H](C[C@@H](C(N1CC(F)(F)F)=O)NC(=O)C=1OC2=C(C1)C[C@]1(C(NC3=NC=CC=C31)=O)CC2)C2=CC=CC=C2 (R)-N-((3S,5S,6R)-6-methyl-2-oxo-5-phenyl-1-(2,2,2-trifluoroethyl)piperidin-3-yl)-2'-oxo-1',2',6,7-tetrahydro-4H-spiro[benzofuran-5,3'-pyrrolo[2,3-b]pyridine]-2-formamide